5-((2,5-Dichloropyrimidin-4-yl)amino)-1-methyl-7-(2-(((3S,5R)-5-methylpiperidin-3-yl)oxy)ethoxy)-1,3-dihydro-2H-benzo[d]imidazol-2-one ClC1=NC=C(C(=N1)NC1=CC2=C(N(C(N2)=O)C)C(=C1)OCCO[C@@H]1CNC[C@@H](C1)C)Cl